C(CCC)(=O)NC(C(=O)NC(C(=O)OCCCC)CC(=O)C1=C(C=CC=C1)NC(CCC)=O)CC(=O)C1=C(C=CC=C1)NC(CCC)=O butyl 2-(2-butyramido-4-(2-butyramidophenyl)-4-oxobutanamido)-4-(2-butyramidophenyl)-4-oxobutanoate